FC1(C(C(C2=CC=CC=C12)NC(=O)C=1C=C(C=CC1)CN1C(NC(CC1=O)(CC)CC)=[NH2+])O)F [1-[[3-[(3,3-difluoro-2-hydroxy-indan-1-yl)carbamoyl]phenyl]methyl]-4,4-diethyl-6-oxo-hexahydropyrimidin-2-ylidene]ammonium